(1S,3S)-3-((6-(5-Chloro-3-((((4-nitrophenoxy)carbonyl)oxy)methyl)thiophen-2-yl)-2-methylpyridin-3-yl)oxy)cyclohexane ClC1=CC(=C(S1)C1=CC=C(C(=N1)C)OC1CCCCC1)COC(=O)OC1=CC=C(C=C1)[N+](=O)[O-]